C(C)(=O)C1=C(C2=C(N=C(N=C2)NC2=NC=3CC[C@@H](CC3C=C2)CO)N(C1=O)C1CCCC1)C (S)-6-acetyl-8-cyclopentyl-2-((6-(hydroxymethyl)-5,6,7,8-tetrahydroquinolin-2-yl)amino)-5-methylpyrido[2,3-d]pyrimidin-7(8H)-one